N(=[N+]=[N-])CC1=NOC(=C1)CN=[N+]=[N-] 3,5-diazidomethyl-isoxazole